Cl.NC12CCC(CC1)(CC2)NC(OC(C)(C)C)=O tert-butyl (4-aminobicyclo[2.2.2]octan-1-yl)carbamate hydrochloride